ClC=1C(=C(C(=O)O)C=C(C1)O)Br 3-chloro(bromo)-5-hydroxybenzoic acid